C(C)(C)C1=C(C(=CC(=C1)C(C)C)C(C)C)S(=O)(=O)OC1=NN(C(C=2C1=CN(C(C2)=O)C2CC(C2)O)=O)C 6-((1r,3r)-3-hydroxycyclobutyl)-2-methyl-1,7-dioxo-1,2,6,7-tetrahydropyrido[3,4-d]pyridazin-4-yl 2,4,6-triisopropylbenzenesulfonate